(3-(morpholine-4-carbonyl)quinolin-8-yl)boronic acid N1(CCOCC1)C(=O)C=1C=NC2=C(C=CC=C2C1)B(O)O